ClC1=C(NC)C=CC(=C1)F 2-chloro-4-fluoro-N-methyl-aniline